C1=NC=CC=2C(=CC=CC12)S(=O)(=O)N1C(CCCC1)C 1-(5-isoquinolinesulfonyl)-2-methylpiperidine